(2-(2-(2-(2-hydroxyethoxy)ethoxy)ethoxy)ethylamino)isoindoline-1,3-dione OCCOCCOCCOCCNN1C(C2=CC=CC=C2C1=O)=O